N-([1,1':2',1''-terphenyl]-4'-yl)-N-(4-(naphthalen-2-yl)phenyl)-4',6'-diphenyl-[1,1':2',1''-terphenyl]-4-amine C1(=CC=CC=C1)C=1C(=CC(=CC1)N(C1=CC=C(C=C1)C=1C(=CC(=CC1C1=CC=CC=C1)C1=CC=CC=C1)C1=CC=CC=C1)C1=CC=C(C=C1)C1=CC2=CC=CC=C2C=C1)C1=CC=CC=C1